zirconium tetra(2,4-hexanedione) CC(CC(CC)=O)=O.CC(CC(CC)=O)=O.CC(CC(CC)=O)=O.CC(CC(CC)=O)=O.[Zr]